FC1=C(C(=CC=C1)OC)C1=NC(=C2NC=NC2=N1)NCC1=CC=C(C=C1)C=1N(C=C(N1)C(F)(F)F)C 2-(2-fluoro-6-methoxyphenyl)-N-(4-(1-methyl-4-(trifluoromethyl)-1H-imidazol-2-yl)benzyl)-7H-purin-6-amine